2-(1-(naphthalene-2-yl)vinyl)furan C1=C(C=CC2=CC=CC=C12)C(=C)C=1OC=CC1